FC1(CN(CC1)C1=NC(=CC(=N1)C1=NN=CO1)C)F 5-(2-(3,3-difluoropyrrolidin-1-yl)-6-methylpyrimidin-4-yl)-1,3,4-oxadiazole